7-(1-ethoxy-1-methyl-ethyl)imidazo[1,2-a]pyridine C(C)OC(C)(C)C1=CC=2N(C=C1)C=CN2